C=CC=CCCCCCCCCC(CCC)O 13-hexadecadienyl alcohol